OC([C@@H]([C@H](N)C(=O)O)C)C 4-hydroxyL-isoleucine